C(C)(C)(C)NS(=O)(=O)C1=CC=C(C=C1)Cl.[F] fluorine N-tertiary butyl-4-chlorobenzenesulfonamide